3,3',5,5'-tetramethyl-(1,1'-biphenyl)-4,4'-diol CC=1C=C(C=C(C1O)C)C1=CC(=C(C(=C1)C)O)C